ClC1=CC(=C(COC2=NC=3CN(CCC3C=C2C)CC2=NC3=C(N2C[C@H]2OCC2)C(=C(C=C3)C(=O)OC)F)C(=C1)F)F methyl (S)-2-((2-((4-chloro-2,6-difluorobenzyl) oxy)-3-methyl-5,8-dihydro-1,7-naphthyridin-7(6H)-yl) methyl)-7-fluoro-1-(oxetan-2-ylmethyl)-1H-benzo[d]imidazole-6-carboxylate